(2-difluoromethoxy-4-fluorophenyl){6-[3-(5-fluoro-2-tolyl)-5-methyl-1-pyrazolyl]-2-aza-2-spiro[3.3]heptyl}methanone FC(OC1=C(C=CC(=C1)F)C(=O)N1CC2(C1)CC(C2)N2N=C(C=C2C)C2=C(C=C(C=C2)F)C)F